[3-({5-chloro-4-[(3-fluorobenzyl)amino]pyridin-2-yl}amino)phenyl][4-(methylamino)piperidin-1-yl]methylketone ClC=1C(=CC(=NC1)NC=1C=C(C=CC1)C(N1CCC(CC1)NC)C(=O)C(C1=CC(=CC=C1)NC1=NC=C(C(=C1)NCC1=CC(=CC=C1)F)Cl)N1CCC(CC1)NC)NCC1=CC(=CC=C1)F